4-{[2-(2-Azidoacetamido)ethyl]carbamoyl}-2-[4,7,10-tris(carboxymethyl)-1,4,7,10-tetraazacyclododecan-1-yl]butyric acid N(=[N+]=[N-])CC(=O)NCCNC(=O)CCC(C(=O)O)N1CCN(CCN(CCN(CC1)CC(=O)O)CC(=O)O)CC(=O)O